N-((1r,4r)-4-(3-chloro-4-(1,2,4-oxadiazol-3-yl)phenoxy)cyclohexyl)-6-(4-(hydroxymethyl)piperidin-1-yl)pyridazin-3-carboxamide ClC=1C=C(OC2CCC(CC2)NC(=O)C=2N=NC(=CC2)N2CCC(CC2)CO)C=CC1C1=NOC=N1